normal octyl vinyl ether C(=C)OCCCCCCCC